C(C1=CC=CC=C1)OC1CN(CC(C1)CO)C(=O)OC(C)(C)C tert-Butyl 3-(benzyloxy)-5-(hydroxymethyl)piperidine-1-carboxylate